FC(OC1=NNC(=C1)C#N)F 3-(difluoromethoxy)-1H-pyrazole-5-carbonitrile